ClC=1C(=NC(=CC1)OC(C)C)C(NC)=S 3-chloro-6-isopropoxy-N-methylpyridine-2-carbothioamide